Cl.Cl.C1(=CC=CC=C1)[C@H]1[C@@H](CNC1)C(=O)NC1=CC=C(C=C1)NC=1C=NC=CC1 |r| (±)-trans-4-Phenyl-N-[4-(pyridin-3-ylamino)phenyl]pyrrolidine-3-carboxamide dihydrochloride